C(#N)C1=C(C=C(C=C1)N1[C@H](O[C@@H](C1)COC1=CC=C(C(=O)NC)C=C1)C(F)(F)F)C(F)(F)F 4-(((2R,5S)-3-(4-cyano-3-(trifluoromethyl)phenyl)-2-(trifluoromethyl)oxazolidin-5-yl)methoxy)-N-methylbenzamide